methyl-4-[(1-methylcyclopropyl)amino]-N-[1-(oxetan-4-yl)-1H-pyrazol-4-yl]furo[2,3-d]pyrimidine-5-carboxamide CC=1N=C(C2=C(N1)OC=C2C(=O)NC=2C=NN(C2)C2CCO2)NC2(CC2)C